C(C)(C)(C)OC(=O)N1C[C@@H]([C@H](CC1)NC1=CC=C(C=C1)Cl)C (3S,4S)-4-(4-Chloroanilino)-3-methyl-piperidine-1-carboxylic acid tert-butyl ester